cobalt copper-cobalt [Co].[Cu].[Co]